ClC1=CC2=C(N(C(N=C2N2[C@H](CN(CC2)C(C=C)=O)C)=O)C=2C(=NC=NC2C(C)C)OC)N=C1C1=C(C=CC=C1)F 6-chloro-7-(2-fluorophenyl)-1-(4-methoxy-6-(2-propanyl)-5-pyrimidinyl)-4-((2S)-2-methyl-4-(2-propenoyl)-1-piperazinyl)pyrido[2,3-d]pyrimidin-2(1H)-one